C(C)(C)(C)OC(CC(=O)C1=CC=2C(=NC(=C(C2)OC)OC)S1)=O.ClC1=C(C=CC(=C1)F)C1=CC(OC2=CC(=CC=C12)O[C@@H](C(=O)N1CC(CCC1)C(=O)N)C)=O (2R)-2-[4-(2-chloro-4-fluoro-phenyl)-2-oxo-chromen-7-yl]oxypropanoyl-piperidine-3-carboxamide tert-butyl-3-(5,6-dimethoxythieno[2,3-b]pyridin-2-yl)-3-oxo-propanoate